2-Ethoxy-3-ethyl-benzoic acid C(C)OC1=C(C(=O)O)C=CC=C1CC